tert-butyl 2,2-dimethyl-3-(3-(4,4,5,5-tetramethyl-1,3,2-dioxaborolan-2-yl)phenyl)propanoate CC(C(=O)OC(C)(C)C)(CC1=CC(=CC=C1)B1OC(C(O1)(C)C)(C)C)C